C(#N)C=1C=C2C(=NC1)NC=C2C(=O)C=2C(=C(C=CC2)NS(=O)(=O)C(C)C)F Propane-2-sulfonic acid [3-(5-cyano-1H-pyrrolo[2,3-b]pyridine-3-carbonyl)-2-fluoro-phenyl]-amide